C1(=CC=CC=C1)N1N=C(C(C1=O)=CC1C(=NN(C1=O)C1=CC=CC=C1)C)C 4-(4,5-Dihydro-1-phenyl-3-methyl-5-oxo-1H-pyrazole-4-ylidenemethyl)-1-phenyl-3-methyl-1H-pyrazole-5(4H)-one